(S)-2-((4-(3-((4-cyano-2-fluorobenzyl)oxy)-4-fluoro-1H-pyrazol-1-yl)piperidin-1-yl)methyl)-1-(oxetan-2-ylmethyl)-1H-benzo[d]imidazole-6-carboxylic acid C(#N)C1=CC(=C(COC2=NN(C=C2F)C2CCN(CC2)CC2=NC3=C(N2C[C@H]2OCC2)C=C(C=C3)C(=O)O)C=C1)F